BrC1=NC=CC(=C1)NCC=1N=C2N(C=C(C=C2C2(CN(C2)C(=O)OC(C)(C)C)O)C2CC2)C1 tert-butyl 3-(2-(((2-bromopyridin-4-yl)amino)methyl)-6-cyclopropylimidazo[1,2-a]pyridin-8-yl)-3-hydroxyazetidine-1-carboxylate